(R)-4-(7-fluoroimidazo[1,2-a]pyridin-3-yl)-7-((6-((3-hydroxy-azetidin-1-yl)methyl)-5-(tetrahydrofuran-3-yl)pyridin-2-yl)amino)isoindolin-1-one FC1=CC=2N(C=C1)C(=CN2)C2=C1CNC(C1=C(C=C2)NC2=NC(=C(C=C2)[C@@H]2COCC2)CN2CC(C2)O)=O